1-{4-cyano-6-[(4-fluorophenyl)amino]pyrimidin-2-yl}-5-amino-1H-pyrazole-4-carboxylic acid C(#N)C1=NC(=NC(=C1)NC1=CC=C(C=C1)F)N1N=CC(=C1N)C(=O)O